BrC1=CC=C(CC=2C(=NC=3N(C2Cl)N=CN3)C)C=C1 6-(4-bromobenzyl)-7-chloro-5-methyl-[1,2,4]triazolo[1,5-a]pyrimidine